4-(4-(3,8-diazabicyclo-[3.2.1]octan-3-yl)-6-chloro-8-fluoro-2-((hexahydro-pentalen-3a(1H)-yl)meth-oxy)quinazolin-7-yl)naphthalen-2-ol C12CN(CC(CC1)N2)C2=NC(=NC1=C(C(=C(C=C21)Cl)C2=CC(=CC1=CC=CC=C21)O)F)OCC21CCCC1CCC2